CN1N=CC=C1C(=O)NC(C(NC1=CC=C2C(=C1)NC(C21CCOCC1)=O)=O)=C1CCC(CC1)C 2-Methyl-N-{1-(4-methyl-cyclohexylidene)-2-oxo-2-[(2-oxospiro[1H-indole-3,4'-oxane]-6-yl)amino]ethyl}pyrazole-3-carboxamide